2-(5-((4-((2-Isopropyl-4-phenylthiazol-5-yl)oxy)pyridin-2-yl)amino)pyridin-2-yl)propan-2-ol C(C)(C)C=1SC(=C(N1)C1=CC=CC=C1)OC1=CC(=NC=C1)NC=1C=CC(=NC1)C(C)(C)O